C(C)(C)(C)OC(=O)N1CC(C1)OC1=NC=C(C=C1)C(F)(F)F.Cl.N1CC(C1)OC1=NC=C(C=C1)C(F)(F)F 2-(azetidin-3-yloxy)-5-(trifluoromethyl)pyridine hydrochloride tert-Butyl-3-((5-(trifluoromethyl)pyridin-2-yl)oxy)azetidine-1-carboxylate